2-(3-fluoro-4-(trifluoromethyl)phenyl)-4,7-dimethoxy-1H-benzo[d]imidazole FC=1C=C(C=CC1C(F)(F)F)C1=NC2=C(N1)C(=CC=C2OC)OC